NC1(CCOC2=C(C(=CC=C12)F)F)C(=O)O 4-amino-7,8-difluoro-chroman-4-carboxylic acid